COC1=C2C=C(NC2=CC=C1)C(=O)N1C(C2=CC=CC=C2C1)C(=O)N[C@H](C(=O)OC)C[C@H]1C(NCC1)=O methyl (2S)-2-[[2-(4-methoxy-1H-indole-2-carbonyl)isoindoline-1-carbonyl] amino]-3-[(3S)-2-oxopyrrolidin-3-yl]propanoate